2-(3-chlorophenyl)-2-fluoropropanoic acid ClC=1C=C(C=CC1)C(C(=O)O)(C)F